4,10-dibromo-6,12-bis(2-octyldodecyloxy)anthra-anthracene BrC1=CC=CC=2C=C3C=CC4=C(C3=CC12)C(=CC1=CC2=CC(=CC(=C2C=C14)OCC(CCCCCCCCCC)CCCCCCCC)Br)OCC(CCCCCCCCCC)CCCCCCCC